COOC(CCCCCCCCC)CCCC(CC(CC(CC(CC(C)Br)C)C)C)C 12-bromo-4,6,8,10-tetramethyltridecyldecyloxy methyl ether